1-isocyanato-2-(trifluoromethyl)benzene (S)-tert-butyl-4-((S)-1-ethoxy-1-oxohex-4-en-3-yl)-2,2-dimethyloxazolidine-3-carboxylate C(C)(C)(C)OC(=O)N1C(OC[C@@H]1[C@@H](CC(=O)OCC)C=CC)(C)C.N(=C=O)C1=C(C=CC=C1)C(F)(F)F